(2,5-dioxopyrrolidin-1-yl) 2,2,2-trichloroethyl carbonate C(ON1C(CCC1=O)=O)(OCC(Cl)(Cl)Cl)=O